ClC=1C=NC(=C(C(=O)N(C)CC2=C(C(=CC=C2)F)F)C1)OC(F)F 5-chloro-N-(2,3-difluorobenzyl)-2-(difluoromethoxy)-N-methylnicotinamide